OCC1CN(C(O1)=O)C1=CC=C(C=C1)S(=O)(=O)N1CCNCC1 5-(hydroxymethyl)-3-(4-piperazin-1-ylsulfonylphenyl)oxazolidin-2-one